C1(CC1)S(=O)(=O)C=1C=CC(=C(C1)C1=NN(C=C1NC(=O)C=1C=NN2C1N=CC=C2)C)OC(F)F N-[3-[5-(cyclopropanesulfonyl)-2-(difluoromethoxy)phenyl]-1-methyl-1H-pyrazol-4-yl]pyrazolo[1,5-a]pyrimidine-3-carboxamide